S1C(=CC=C1)CNC(C(=O)NCC=1SC=CC1)=O N,N'-bis(thiophene-2-ylmethyl)oxalamide